N-(cyanomethyl)-4-(2-chloropyrimidin-4-yl)benzamide C(#N)CNC(C1=CC=C(C=C1)C1=NC(=NC=C1)Cl)=O